2,4,6,8-decanetetracarboxylic acid CC(CC(CC(CC(CC)C(=O)O)C(=O)O)C(=O)O)C(=O)O